5-((1S,4S)-5-((4'-chloro-5,5-dimethyl-3,4,5,6-tetrahydro-[1,1'-biphenyl]-2-yl)Methyl)-2,5-diazabicyclo[2.2.1]heptane-2-carbonyl)-2-(2,6-dioxopiperidin-3-yl)isoindoline ClC1=CC=C(C=C1)C1=C(CCC(C1)(C)C)CN1[C@@H]2CN([C@H](C1)C2)C(=O)C=2C=C1CN(CC1=CC2)C2C(NC(CC2)=O)=O